((2-(((S)-3,3-dimethyl-1-oxo-1-((S)-2-((R)-2-phenylmorpholine-4-carbonyl)pyrrolidin-1-yl)butan-2-yl)carbamoyl)benzo[b]thiophen-5-yl)difluoromethyl)phosphonic acid CC([C@@H](C(N1[C@@H](CCC1)C(=O)N1C[C@H](OCC1)C1=CC=CC=C1)=O)NC(=O)C1=CC2=C(S1)C=CC(=C2)C(F)(F)P(O)(O)=O)(C)C